C(C)OC(C(CCC(=O)OCC)=O)=O α-Ketoglutaric acid diethyl ester